(2s,3s,4r,5r)-5-(6-(benzylamino)-2-(5-ethoxypyridin-3-yl)-9H-purin-9-yl)-3,4-dihydroxy-N-methyltetrahydrofuran-2-carboxamide C(C1=CC=CC=C1)NC1=C2N=CN(C2=NC(=N1)C=1C=NC=C(C1)OCC)[C@H]1[C@@H]([C@@H]([C@H](O1)C(=O)NC)O)O